Dodecyl Phosphate Potassium [K+].P(=O)(OCCCCCCCCCCCC)([O-])[O-].[K+]